C(#N)C(C(=O)[O-])CC(=O)[O-] α-cyanosuccinate